2-{1-[2-(2,3-Dihydro-benzofuran-5-yl)-ethyl]-pyrrolidin-3-yl}-2,2-diphenyl-acetamide O1CCC2=C1C=CC(=C2)CCN2CC(CC2)C(C(=O)N)(C2=CC=CC=C2)C2=CC=CC=C2